6-(5-(4-methoxypyridin-3-yl)-7-methyl-1-(tetrahydro-2H-pyran-2-yl)-1H-pyrazolo[3,4-c]pyridin-3-yl)-1-methyl-4-morpholino-1H-imidazo[4,5-c]pyridin-2-ol COC1=C(C=NC=C1)C=1C=C2C(=C(N1)C)N(N=C2C2=CC1=C(C(=N2)N2CCOCC2)N=C(N1C)O)C1OCCCC1